3-({[(4R)-7-[(3,5-difluorophenyl)(methyl)amino]-3,4-dihydro-2H-1-benzopyran-4-yl]methyl}amino)pyridine-4-carboxylic acid FC=1C=C(C=C(C1)F)N(C1=CC2=C([C@@H](CCO2)CNC=2C=NC=CC2C(=O)O)C=C1)C